(1R,3S,5R)-2-(2-(4-amino-6-vinyl-9H-pyrimido[4,5-b]indol-9-yl)acetyl)-N-(6-bromopyridin-2-yl)-2-azabicyclo[3.1.0]hexane-3-carboxamide NC1=NC=NC=2N(C3=CC=C(C=C3C21)C=C)CC(=O)N2[C@@H]1C[C@@H]1C[C@H]2C(=O)NC2=NC(=CC=C2)Br